4-fluoro-5-(1H-imidazol-1-yl)-2-(6-(piperidin-4-yloxy)-1,2,4-triazin-3-yl)phenol FC1=CC(=C(C=C1N1C=NC=C1)O)C=1N=NC(=CN1)OC1CCNCC1